(E)-2-(2-(aminomethyl)-3-fluoroallyl)-1-chloro-5-cyclopropyl-2,5,6,7-tetrahydro-4H-pyrrolo[3,4-c]pyridin-4-one hydrochloride Cl.NC/C(/CN1C=C2C(N(CCC2=C1Cl)C1CC1)=O)=C\F